N1C=NC2=NC(=CC=C21)C(=O)N 1H-imidazo[4,5-b]pyridine-5-carboxamide